CC1(CN(CCN1)C=1SC=C(N1)C(=O)OCC)C ethyl 2-(3,3-dimethylpiperazin-1-yl)thiazole-4-carboxylate